N1(N=CC=C1)CC1=CC2=C(C(=NO2)NS(=O)(=O)C=2C(=CC=C3C(CCOC23)(C)C)OC)C(=C1)Cl N-(6-((1H-pyrazol-1-yl)methyl)-4-chlorobenzo[d]isoxazol-3-yl)-7-methoxy-4,4-dimethylchroman-8-sulfonamide